3-[3,3-Dimethyl-2-(2-methyl-pyrimidin-4-ylamino)-butyryl]-6,6-dimethyl-3-aza-bicyclo[3.1.0]hexane-2-carboxylic acid CC(C(C(=O)N1C(C2C(C2C1)(C)C)C(=O)O)NC1=NC(=NC=C1)C)(C)C